6-(2-methyl-4-(oxetan-3-yl)piperazin-1-yl)-1H-indazole CC1N(CCN(C1)C1COC1)C1=CC=C2C=NNC2=C1